2-(5-bromo-1-methyl-1H-imidazol-2-yl)-6-chloro-3-(ethylthio)pyridine BrC1=CN=C(N1C)C1=NC(=CC=C1SCC)Cl